1-N-(6-cyclopropoxy-2-((1r,4r)-4-(hydroxymethyl)cyclohexyl)-2H-indazol-5-yl)-6-(trifluoromethyl)picolinamide C1(CC1)OC=1C(=CC2=CN(N=C2C1)C1CCC(CC1)CO)N1C(C=CC=C1C(F)(F)F)C(=O)N